3-heptadecyl-7-methyl-3,4-dihydro-2h-benzo[e][1,2,4]thiadiazine-1,1-dioxide C(CCCCCCCCCCCCCCCC)C1NS(C2=C(N1)C=CC(=C2)C)(=O)=O